(R)-3-ethyl-6-fluoro-2-(1-(4-methyl-1,4-diazepan-1-yl)butyl)pyrido[2,3-d]pyrimidin-4(3H)-one C(C)N1C(=NC2=C(C1=O)C=C(C=N2)F)[C@@H](CCC)N2CCN(CCC2)C